ethyl 7-(((S)-1-((2S,4R)-2-(((R)-1-(4-chlorophenyl)-2-hydroxyethyl)carbamoyl)-4-hydroxypyrrolidin-1-yl)-3,3-dimethyl-1-oxobutan-2-yl)amino)-7-oxoheptanoate ClC1=CC=C(C=C1)[C@H](CO)NC(=O)[C@H]1N(C[C@@H](C1)O)C([C@H](C(C)(C)C)NC(CCCCCC(=O)OCC)=O)=O